dimethyl({2-[(4-nitrophenyl)methanesulfonyl]ethyl})amine CN(CCS(=O)(=O)CC1=CC=C(C=C1)[N+](=O)[O-])C